ClC1=C(C=CC(=C1C=1C(=CC=2C3=C(N=CC2C1)NN=C3C3CC3)OC)F)NS(=O)(=O)CCCF N-(2-chloro-3-(1-cyclopropyl-8-methoxy-3H-pyrazolo[3,4-c]isoquinolin-7-yl)-4-fluorophenyl)-3-fluoro-propane-1-sulfonamide